C(CCC)C(CC(CC)O)(O)CCCC dibutyl-1,3-pentanediol